7-(Cyclopropanecarbonyl)-1,5,6,7,8,9-hexahydroimidazo[4',5':4,5]benzo[1,2-d]azepine C1(CC1)C(=O)N1CCC2=C(CC1)C=C1C(=C2)NC=N1